C[Si](COCC)(COCC)C(C)(C)C methyl-t-butyl-bis(ethoxymethyl)silane